(trideuteromethoxycarbonyl)-L-valine [2H]C(OC(=O)N[C@@H](C(C)C)C(=O)O)([2H])[2H]